C(C)(C)(C)OC(=O)NCC1=NC=C(C(=O)OC)C=C1 methyl 6-(((tert-butoxycarbonyl)amino)methyl)nicotinate